4-methoxy-2,8-dimethyl-7-oxo-7H,8H-pyrido[2,3-d]pyrimidine-6-carboxylic acid COC=1C2=C(N=C(N1)C)N(C(C(=C2)C(=O)O)=O)C